C12(CC3CC(CC(C1)C3)C2)CC(=O)NCCCCCCN 2-((3R,5r,7r)-adamantan-1-yl)-N-(6-aminohexyl)acetamide